C1(CC1)N1N=C(C=C1S(=O)(=O)N1CCC2(CC(C2)N2CC3(COC3)C2)CC1)C(F)F 6-(7-((1-cyclopropyl-3-(difluoromethyl)-1H-pyrazol-5-yl)sulfonyl)-7-azaspiro[3.5]non-2-yl)-2-oxa-6-azaspiro[3.3]heptane